C(C1=CC=CC=C1)OC(=O)N1C(CCCC1)OC1CCC(CC1)N (4-aminocyclohexyloxy)piperidine-1-carboxylic acid benzyl ester